O1CCN(CC1)C=1C2=C(N=C(N1)N/N=C/C=1C=C(C=CC1)C)C=C(N2)C(=O)NC2=CC=CC=C2 4-morpholino-2-[(2E)-2-(m-tolylmethylene)hydrazino]-N-phenyl-5H-pyrrolo[3,2-d]pyrimidine-6-carboxamide